FC(C1=NC(=NO1)C1=CC2=C([C@@H](CO2)NC(=O)C2=C(N=CO2)C)C=C1)F (S)-N-(6-(5-(difluoromethyl)-1,2,4-oxadiazol-3-yl)-2,3-dihydrobenzofuran-3-yl)-4-methyloxazole-5-carboxamide